2-(2,6-dioxo-1-((2-(trimethylsilyl)ethoxy)methyl)piperidin-3-yl)isoindoline-1,3-dione O=C1N(C(CCC1N1C(C2=CC=CC=C2C1=O)=O)=O)COCC[Si](C)(C)C